3-chloro-5-{2-[(2R,4S)-4-{[4-(3-methanesulfonylpropanesulfonyl)phenoxy]methyl}-2-methylpyrrolidin-1-yl]ethyl}benzonitrile ClC=1C=C(C#N)C=C(C1)CCN1[C@@H](C[C@@H](C1)COC1=CC=C(C=C1)S(=O)(=O)CCCS(=O)(=O)C)C